[N+](=O)([O-])C1=CC=C(C=C1)C=1SC(=CN1)CNC1=CC=CC=C1 N-(2-(4-nitrophenyl)thiazol-5-ylmethyl)aniline